Methyl 5-(4-(4-(((benzyloxy)carbonyl)amino)butyl)piperazin-1-yl)benzo[c][2,6]naphthyridine-8-carboxylate C(C1=CC=CC=C1)OC(=O)NCCCCN1CCN(CC1)C1=NC2=C(C3=CN=CC=C13)C=CC(=C2)C(=O)OC